F[C@@H]1C[C@H](CN(C1)C)NC=1N=NC(=C2C1COCC2)C2=C(C=C(C=C2)C(F)(F)F)O 2-(4-(((3R,5R)-5-fluoro-1-methylpiperidin-3-yl)amino)-7,8-dihydro-5H-pyrano[3,4-d]pyridazin-1-yl)-5-(trifluoromethyl)phenol